6-(3-fluorophenylamino)-4-amino-N-methyl-N-phenylpyridine-2-carboxamide FC=1C=C(C=CC1)NC1=CC(=CC(=N1)C(=O)N(C1=CC=CC=C1)C)N